tert-butyl 2-hydroxy-3-azabicyclo[3.1.0]hexane-3-carboxylate OC1C2CC2CN1C(=O)OC(C)(C)C